ClC=1N=C(C2=C(N1)CNCC2)Cl 2,4-Dichloro-5,6,7,8-tetrahydropyrido[3,4-d]pyrimidine